3-ethyl-cyclobutene 3-(7-bromoindol-1-yl)butan-2-yl-N-[(3-hydroxy-4-methoxypyridin-2-yl)carbonyl]-L-alaninate BrC=1C=CC=C2C=CN(C12)C(C(C)OC([C@@H](NC(=O)C1=NC=CC(=C1O)OC)C)=O)C.C(C)C1C=CC1